2-((3-chloro-4-(trifluoromethyl)phenyl)thio)-1-(4-(5-(chlorodifluoromethyl)-1,2,4-oxadiazol-3-yl)phenyl)ethan-1-one ClC=1C=C(C=CC1C(F)(F)F)SCC(=O)C1=CC=C(C=C1)C1=NOC(=N1)C(F)(F)Cl